C1(=CC=CC=C1)C1=NN2C(OCC3(COC3)C2)=C1C(=O)O 2-Phenylspiro[5,7-dihydropyrazolo[5,1-b][1,3]oxazine-6,3'-oxetane]-3-carboxylic acid